ClC(C#N)CC(C=O)(Cl)Cl 2,4,4-trichloro-4-formylbutyronitrile